2-iodo-3-(iodomethyl)norbornane IC1C2CCC(C1CI)C2